O=C1C[C@H](OC2=CC=CC=C12)C(=O)O (S)-4-oxochromane-2-carboxylic acid